FC(C(=O)OCC)(CCC(=O)OC(C)(C)C)F 5-(tert-butyl) 1-ethyl 2,2-difluoropentanedioate